1-Hexylpyridinium C(CCCCC)[N+]1=CC=CC=C1